1-chloropropyl tridecyl carbonate C(OC(CC)Cl)(OCCCCCCCCCCCCC)=O